ClP(=O)(Cl)NC1=NC(=NS1)/C(/C(=O)Cl)=N/OCC (Z)-2-(5-((dichlorophosphoryl)amino)-1,2,4-thiadiazole-3-yl)-2-(ethoxyimino)acetyl chloride